1-chloro-3-(5-(difluoromethyl)-1,3,4-thiadiazol-2-yl)-8-(4-(methoxymethyl)-1-piperidyl)-N-(1-methylcyclopropyl)imidazo[1,5-a]pyridine-6-sulfonamide ClC=1N=C(N2C1C(=CC(=C2)S(=O)(=O)NC2(CC2)C)N2CCC(CC2)COC)C=2SC(=NN2)C(F)F